phosphofluorosulfonyl-copper P(=O)(=O)[Cu]S(=O)(=O)F